C(C(C)C)O[Hf](CC)(CC)OCC(C)C diisobutoxydiethyl-Hafnium